(R)-2-(2,4-dioxo-1,4-dihydroquinazolin-3(2H)-yl)-N-(1-phenylethyl)acetamide O=C1NC2=CC=CC=C2C(N1CC(=O)N[C@H](C)C1=CC=CC=C1)=O